2-(furan-3-yl)morpholine O1C=C(C=C1)C1CNCCO1